C(C)(C)(C)OC(CN)=O glycine t-butyl Ester